(R)-(3-(4-(2,6-diaminopyrimidin-4-yl)piperazin-2-yl)-4-(trifluoromethyl)phenyl)(piperidin-1-yl)methanone NC1=NC(=CC(=N1)N1C[C@H](NCC1)C=1C=C(C=CC1C(F)(F)F)C(=O)N1CCCCC1)N